(7-((1,3-Dimethyl-1H-pyrrolo[2,3-b]pyridin-6-yl)oxy)-2-azaspiro[3.5]nonan-2-yl)((1s,3s)-3-hydroxy-3-methylcyclobutyl)methanon CN1C=C(C=2C1=NC(=CC2)OC2CCC1(CN(C1)C(=O)C1CC(C1)(C)O)CC2)C